(+)-4-(2-chloro-2,2-difluoro-ethyl)-1-[[6-(difluoromethyl)-2-(methoxymethyl)imidazo[2,1-b][1,3,4]thiadiazol-5-yl]methyl]imidazolidin-2-one ClC(CC1NC(N(C1)CC1=C(N=C2SC(=NN21)COC)C(F)F)=O)(F)F